COC(=O)C1(CCC2(C(CC3=CC(=CC=C23)F)C[C@H](CO)C)CC1)NC1=CC(=CC=C1)Cl 4-(3-Chloroanilino)-5'-fluoro-2'-[(2R)-3-hydroxy-2-methylpropyl]-2',3'-dihydrospiro[cyclohexane-1,1'-indene]-4-carboxylic acid methyl ester